FC=1C(C(=CN2C1C1=CC(=C(C=C1C[C@H]2C(C)C)OCCCOC)OC([2H])([2H])[2H])C(=O)O)=O (6S)-1-fluoro-10-(2H3)methoxy-9-(3-methoxypropoxy)-2-oxo-6-(propan-2-yl)-2H,6H,7H-pyrido[2,1-a]isoquinoline-3-carboxylic acid